NC1=NC2=CC(=CC=C2C=C1Br)C[C@H](C)[C@@]12[C@H]([C@H]([C@@H]([C@H]2C1)N1C=CC2=C1N=CN=C2N)O)O (1S,2r,3S,4r,5S)-1-((S)-1-(2-amino-3-bromoquinolin-7-yl)propan-2-yl)-4-(4-amino-7H-pyrrolo[2,3-d]pyrimidin-7-yl)bicyclo[3.1.0]hexane-2,3-diol